CN(CCCNC(=O)C=1NC=C(C1)C=1C=C2C=CC=NC2=C(C1)O)C N-(3-(dimethylamino)propyl)-4-(8-hydroxyquinolin-6-yl)-1H-pyrrole-2-carboxamide